N1C(=CC2=CC=CC=C12)C(=O)N1CC=2N(CC1)N=CC2C(=O)N(C2(CC2)COC(C)C)C 5-(1H-indole-2-carbonyl)-N-methyl-N-{1-[(propan-2-yloxy)methyl]cyclopropyl}-4H,5H,6H,7H-pyrazolo[1,5-a]pyrazine-3-carboxamide